CN1N=CC2=NC(=CC=C21)C(C#CC(=O)N)C 1-methylpyrazolo[4,3-b]pyridin-5-ylpent-2-ynamide